ClC=1C(=C(C(=CC1)C(F)F)C1=CN=CC(=N1)C(=O)NC=1C=NN(C1)CC=1C=NC(=NC1)C1[C@@H]([C@@H]2C[C@@H]2C1)C=O)F 6-(3-chloro-6-(difluoromethyl)-2-fluorophenyl)-N-(1-((2-((1R,2R,5R)-2-formylbicyclo[3.1.0]hexan-3-yl)pyrimidin-5-yl)methyl)-1H-pyrazol-4-yl)pyrazine-2-carboxamide